ClC1=C(C(=CC=C1OC)F)N1N=CC2=C1COC[C@H]2NC(=O)C2=NOC1=C2CCCC1 (S)-N-(1-(2-chloro-6-fluoro-3-methoxyphenyl)-1,4,5,7-tetrahydropyrano[3,4-c]pyrazol-4-yl)-4,5,6,7-tetrahydrobenzo[d]isoxazole-3-carboxamide